[Mg].C1(=CC=CC=C1)C1=CC2=C(C3=CC=CC=C3C(=C2C=C1)C1=CC2=CC=CC=C2C=C1)C1=CC2=CC=CC=C2C=C1 2-phenyl-9,10-bis(2-naphthyl)anthracene magnesium